Racemic-3-(isoquinolin-4-yl)-2-oxo-1-(6-(trifluoromethyl)pyridin-2-yl)imidazolidine-4-carbonitrile C1=NC=C(C2=CC=CC=C12)N1C(N(C[C@@H]1C#N)C1=NC(=CC=C1)C(F)(F)F)=O |r|